COC=1C=C(C=CC1)[C@H](C)NC(=O)C1(CCOCC1)N1C[C@@H](CC1)OC1=CC(=CC=C1)C(F)(F)F N-((S)-1-(3-Methoxyphenyl)ethyl)-4-((R)-3-(3-(trifluoromethyl)phenoxy)pyrrolidin-1-yl)tetrahydro-2H-pyran-4-carboxamide